COC([C@H]1N(CCC1)C([C@@H](CC1CCCCC1)NC(=O)OC(C)(C)C)=O)=O ((R)-2-((tert-butoxycarbonyl)amino)-3-cyclohexylpropionyl)-L-proline methyl ester